bis-(5-hexynyl)aspartic acid C(CCCC#C)N([C@@H](CC(=O)O)C(=O)O)CCCCC#C